sulfur oxide nitrogen [N].S=O